COC1=CC=C(C(=O)NC=2C=NC(=NC2)N2CCN(CC2)C2=NC=CC=C2)C=C1 4-Methoxy-N-(2-(4-(pyridin-2-yl)piperazin-1-yl)pyrimidin-5-yl)benzamid